2,2-dimethyl-1-benzenesulfonylcyclopropanecarboxylic acid CC1(C(C1)(C(=O)O)S(=O)(=O)C1=CC=CC=C1)C